ClC1=NC=C(C(=C1)C1CNCCC12CCN(CC2)C)C#CC=2C=NN(C2)CC2CC2 (2-chloro-5-((1-(cyclopropylmethyl)-1H-pyrazol-4-yl)ethynyl)pyridin-4-yl)-9-methyl-3,9-diazaspiro[5.5]undecane